tungsten boric acid B(O)(O)O.[W]